tert-butyl 4-(5-(2,4-dioxotetrahydropyrimidin-1(2H)-yl)-2H-indazol-2-yl)piperidine-1-carboxylate O=C1N(CCC(N1)=O)C1=CC2=CN(N=C2C=C1)C1CCN(CC1)C(=O)OC(C)(C)C